COC(C1=C(C=C2CCCN(C2=N1)C(=O)OC1=CC=CC=C1)CN1C(OC=CC=C1)=C=O)OC phenyl 7-(dimethoxymethyl)-6-((2-carbonyl-1,3-oxazepin-3-yl)methyl)-3,4-dihydro-1,8-naphthyridin-1(2H)-carboxylate